C(CCCCCCCCCCCCCCC)N1C=[N+](C=C1)CC 1-(1-hexadecyl)-3-ethylimidazolium